N,N'-(Naphthalene-1,4-diyl)bis(N-(cyanomethyl)-2,6-difluorobenzenesulfonamide) C1(=CC=C(C2=CC=CC=C12)N(S(=O)(=O)C1=C(C=CC=C1F)F)CC#N)N(S(=O)(=O)C1=C(C=CC=C1F)F)CC#N